N1(C=NC=C1)C(=O)N1CCC(CC1)=C(C#N)C1=C(C=C(C=C1)F)F 2-(1-(1H-imidazole-1-carbonyl)piperidin-4-ylidene)-2-(2,4-difluoro-phenyl)acetonitrile